4-((4-(piperidin-1-yl)but-2-yn-1-yl)amino)-9H-pyrimido[4,5-b]indole-7-carboxylic acid methyl ester COC(=O)C1=CC=C2C3=C(NC2=C1)N=CN=C3NCC#CCN3CCCCC3